CC(CCC(C)(OOC(C)(C)C)C)(C)OOC(C)(C)C dimethyl-2,5-bis(tertiarybutylperoxy)hexane